ClC1=CC2=C(N=CN(C2=O)CC2(CCN(CC2)C(=O)C2(CC2)C)O)N1C1=CC(=C(C=C1)C1NCCOC1)C 6-Chloro-3-((4-hydroxy-1-(1-methylcyclopropane-1-carbonyl)piperidin-4-yl)methyl)-7-(3-methyl-4-(morpholin-3-yl)phenyl)-3,7-dihydro-4H-pyrrolo[2,3-d]pyrimidin-4-one